3-[(3R)-3-methyl[1,4'-bipiperidin]-1'-yl]-1,2,4-oxadiazole-5-carboxylic acid C[C@H]1CN(CCC1)C1CCN(CC1)C1=NOC(=N1)C(=O)O